cyclobuta[f]inden-3-amine C1=CC2=C1C=C1C=CCC1=C2N